FC=1C=C2C(=CNC(C2=CC1F)=O)C(C)N(C(=O)NC1=CC=C(C=C1)F)CCS(=O)(=O)N 2-(1-(1-(6,7-difluoro-1-oxo-1,2-dihydroisoquinolin-4-yl)ethyl)-3-(4-fluorophenyl)ureido)ethane-1-sulfonamide